FC1=CC(=C(C=C1C1=NN(N=C1)C)O)C1=NC=C(N=C1)N(C)[C@@H]1[C@@H]([C@]2(CC[C@@](C1)(N2)C)C)F 4-fluoro-2-(5-{[(1R,2S,3S,5S)-2-fluoro-1,5-dimethyl-8-azabicyclo[3.2.1]octan-3-yl](methyl)amino}pyrazin-2-yl)-5-(2-methyl-2H-1,2,3-triazol-4-yl)phenol